pentaerythritol-tetrakis(mercapto glycolate) SC(C(=O)OCC(COC(C(O)S)=O)(COC(C(O)S)=O)COC(C(O)S)=O)O